C(C)(C)(C)OC(=O)NCCC[C@@H](C(=O)O)NCC1=C(C=C(C=C1)Cl)OC1=CC=C(C=C1)C1=CN=C(N1C)CN1CCCC1 (S)-5-((tert-butoxycarbonyl)amino)-2-((4-chloro-2-(4-(1-methyl-2-(pyrrolidin-1-ylmethyl)-1H-imidazol-5-yl)phenoxy)benzyl)amino)pentanoic acid